1-(4-hydroxyphenyl)-3-(pyridin-4-yl)chalcone OC1=CC=C(C=C1)C1(CC(=CC=C1)C1=CC=NC=C1)\C=C\C(=O)C1=CC=CC=C1